1,1-bis(t-butylperoxy)-cyclododecane C(C)(C)(C)OOC1(CCCCCCCCCCC1)OOC(C)(C)C